O-Benzyl-N-(N-(tert-butoxycarbonyl)-N-methyl-L-leucyl)-N-methylserine C(C1=CC=CC=C1)OC[C@H](N(C)C([C@@H](N(C)C(=O)OC(C)(C)C)CC(C)C)=O)C(=O)O